O(C1=CC=C(C=C1)S(=O)(=O)NN)C1=CC=C(C=C1)S(=O)(=O)NN 4,4'-oxybis(benzenesulfonyl-hydrazine)